1-(5-(6',8'-dihydrospiro[chroman-4,9'-pyrido[3',2':4,5]imidazo[2,1-c][1,4]oxazin]-2'-yl)pyrimidin-2-yl)azetidin-3-ol N1=C(C=CC=2N=C3COCC4(N3C21)CCOC2=CC=CC=C24)C=2C=NC(=NC2)N2CC(C2)O